4,4'-cyclohexyl-methylenebisphenol C1(CCCCC1)C1=C(C=CC(=C1)CC1=CC=C(C=C1)O)O